(S)-4-bromo-N-(1-(2,2-difluorobenzo[d][1,3]dioxol-5-yl)ethyl)pyridin-2-amine BrC1=CC(=NC=C1)N[C@@H](C)C1=CC2=C(OC(O2)(F)F)C=C1